[Ru].[Fe] iron-ruthenium